ClC=1C=C2CC[C@H](C2=CC1)O |r| racemic-5-chloro-2,3-dihydro-1H-inden-1-ol